{4-[4-(2-hydroxy-2-methyl-propionyl)-benzyl]-phenyl}-2-methyl-propan-1-one OC(C(=O)C1=CC=C(CC2=CC=C(C=C2)C(C(C)C)=O)C=C1)(C)C